NC1CCC(CC1)NC1=NC=C(C(=C1)C1=NC(=CC=C1)NCC1=CC(=CC=C1)F)Cl N2'-((1r,4r)-4-aminocyclohexyl)-5'-chloro-N6-(3-fluorobenzyl)-[2,4'-bipyridine]-2',6-Diamine